(5-(4-(dimethoxymethyl)piperidin-1-yl)-1-oxoisoindol-2-yl)piperidine-2,6-dione COC(C1CCN(CC1)C=1C=C2CN(C(C2=CC1)=O)N1C(CCCC1=O)=O)OC